CN1N=CC=2C1=NC=NC2SCC(=O)C2=CC=C(S2)CNS(=O)(=O)CC2=CC=CC=C2 N-((5-(2-((1-methyl-1H-pyrazolo[3,4-d]pyrimidin-4-yl)thio)acetyl)thiophen-2-yl)methyl)-1-phenylmethanesulfonamide